CN1C(N(C2=C1C=C(C=C2)CN2CCC(CC2)CC2CCNCC2)C2CNCCC2)=O 3-[3-methyl-2-oxo-5-[[4-(4-piperidylmethyl)-1-piperidyl]methyl]benzimidazol-1-yl]piperidine